3-[1-oxo-5-(quinazolin-4-ylamino)isoindolin-2-yl]piperidine-2,6-dione O=C1N(CC2=CC(=CC=C12)NC1=NC=NC2=CC=CC=C12)C1C(NC(CC1)=O)=O